N=1N=C(NC1)C1=CC=C(C=N1)N1N=NC=2C1=NC=C(C2)C(=O)N2C[C@H](CCC2)C (S)-(3-(6-(4H-1,2,4-triazol-3-yl)pyridin-3-yl)-3H-[1,2,3]triazolo[4,5-b]pyridin-6-yl)(3-methylpiperidin-1-yl)methanone